8-cyclopropyl-2-(5-piperazin-1-yl-pyridin-2-ylamino)-8H-pyrido[2,3-d]Pyrimidin-7-one C1(CC1)N1C(C=CC2=C1N=C(N=C2)NC2=NC=C(C=C2)N2CCNCC2)=O